methyl (S)-3-(2-chloro-N-(1-(4-(trifluoromethyl) phenyl) ethyl) acetamido)-1-phenylazetidine-3-carboxylate ClCC(=O)N([C@@H](C)C1=CC=C(C=C1)C(F)(F)F)C1(CN(C1)C1=CC=CC=C1)C(=O)OC